4-chloro-1-(4-fluorobenzyl)-1H-pyrazolo[3,4-d]Pyrimidine ClC1=C2C(=NC=N1)N(N=C2)CC2=CC=C(C=C2)F